2-(diethyl-hexyl)acetamide C(C)C(CCCCC)(CC(=O)N)CC